methyl 7-(1-(adamantan-1-ylmethyl)-5-methyl-1H-pyrazol-4-yl)-4-(6-aminopyridin-3-yl)-3,4-dihydro-2H-pyrido[3,2-b][1,4]oxazine-8-carboxylate C12(CC3CC(CC(C1)C3)C2)CN2N=CC(=C2C)C2=C(C=3OCCN(C3N=C2)C=2C=NC(=CC2)N)C(=O)OC